FC1(OC(CN(C1)C=1N=C(C2=C(N1)C(N(C(=N2)C(F)(F)F)C)=O)C2=C(C=C(C#N)C=C2)F)C=2C=NN(C2)C)F 4-(2-(2,2-difluoro-6-(1-methyl-1H-pyrazol-4-yl)morpholino)-7-methyl-8-oxo-6-(trifluoromethyl)-7,8-dihydropyrimido[5,4-d]pyrimidin-4-yl)-3-fluorobenzonitrile